COC(=O)C1(CC1)N1N=CC(=C1Cl)C 1-(5-chloro-4-methyl-pyrazol-1-yl)cyclopropanecarboxylic acid methyl ester